N-[2-amino-5-(4-fluorophenyl)phenyl]-4-[(6-methyl-3-pyridyl)sulfonyl]benzamide NC1=C(C=C(C=C1)C1=CC=C(C=C1)F)NC(C1=CC=C(C=C1)S(=O)(=O)C=1C=NC(=CC1)C)=O